C1=CC=CC=2C3=CC=CC=C3C(C12)COC(=O)N(CCC(=O)O)CCCN(C)C(=O)OC(C)(C)C 3-((((9H-fluoren-9-yl)methoxy)carbonyl)(3-((tert-butoxycarbonyl)(methyl)amino)propyl)amino)propanoic acid